N-(2-amino-5,5,5-trifluoro-2-methylpentyl)-8-[(2,6-difluorobenzyl)oxy]-2,6-dimethylimidazo[1,2-a]pyridine-3-carboxamide NC(CNC(=O)C1=C(N=C2N1C=C(C=C2OCC2=C(C=CC=C2F)F)C)C)(CCC(F)(F)F)C